4,5-dichloro-2-(2-(hydroxymethyl)piperidin-4-yl)phenol ClC1=CC(=C(C=C1Cl)O)C1CC(NCC1)CO